FC(C1CCN(CC1)CCC)F (R)-1-(4-(difluoromethyl)piperidine-1-yl)propane